N1=C(C=CC=C1)C=1C=NC=C(C1)[C@H](C)NC=1C=C(C(=O)O)C=CC1C 3-{[(1S)-1-([2,3'-bipyridin]-5'-yl)ethyl]amino}-4-methylbenzoic acid